1-{1-[3-(1-Acetylazetidin-3-yl)-4,5-dichloro-2-methoxyphenyl]ethyl}-3-methyl-1H-pyrazolo[3,4-d]pyrimidin-4-amine C(C)(=O)N1CC(C1)C=1C(=C(C=C(C1Cl)Cl)C(C)N1N=C(C=2C1=NC=NC2N)C)OC